P(=O)(O)(O)O.C1(=CC=CC=C1)Cl phenyl chloride phosphate